2-chloro-5-isopropylpyridin-4-ol ClC1=NC=C(C(=C1)O)C(C)C